C(C1=CC=CC=C1)OC=1C=CC2=C(C(=NS2)N(C)CC2=CC=C(C=C2)OCC2=CC(=C(C=C2)Cl)Cl)C1 5-(Benzyloxy)-N-(4-((3,4-dichlorobenzyl)oxy)benzyl)-N-methylbenzo[d]isothiazol-3-amine